2-(1,3,3,5,7-Pentamethyloctahydrobenzo[c]isoxazol-5-yl)benzonitril CN1OC(C2C1C(CC(C2)(C)C2=C(C#N)C=CC=C2)C)(C)C